Ethyl (E)-3-(5-bromo-6-chloro-1H-indazol-3-yl)acrylate BrC=1C=C2C(=NNC2=CC1Cl)/C=C/C(=O)OCC